Serylglycylglycylglycyl-L-serylglycylglycylglycyl-L-seryl-L-asparaginylglycyl-L-leucyl-L-histidine N[C@@H](CO)C(=O)NCC(=O)NCC(=O)NCC(=O)N[C@@H](CO)C(=O)NCC(=O)NCC(=O)NCC(=O)N[C@@H](CO)C(=O)N[C@@H](CC(N)=O)C(=O)NCC(=O)N[C@@H](CC(C)C)C(=O)N[C@@H](CC1=CNC=N1)C(=O)O